(2-((3-chloro-2-fluorobenzyl)amino)-2-oxoethyl)-5-(2-cyclopropylacetamido)-1H-indazole-3-carboxamide ClC=1C(=C(CNC(CN2N=C(C3=CC(=CC=C23)NC(CC2CC2)=O)C(=O)N)=O)C=CC1)F